C(C1=CC=CC=C1)OC(=O)N1CC(C(CC1)=O)C=1C=NC(=C(C1)C1OCCO1)OC 3-(5-(1,3-dioxolan-2-yl)-6-methoxypyridin-3-yl)-4-oxopiperidine-1-carboxylic acid benzyl ester